BrC1=CC=2C=3N(C(NC2C(=C1)I)=O)N=C(N3)C=3N=CSC3 9-bromo-7-iodo-2-(thiazol-4-yl)-[1,2,4]triazolo[1,5-c]quinazolin-5(6H)-one